2-(3-Fluorobenzyl)-4-((3-(piperidin-1-yl)propyl)amino)-9H-pyrido[2',3':4,5]pyrrolo[2,3-d]pyrimidine-7-carboxylic acid methyl ester COC(=O)C1=CC2=C(C3=C(N=C(N=C3NCCCN3CCCCC3)CC3=CC(=CC=C3)F)N2)N=C1